[Si](C1=CC=CC=C1)(C1=CC=CC=C1)(C(C)(C)C)OCC[C@H](CC)N (S)-1-((tert-butyldiphenylsilyl)oxy)pentan-3-amine